CS(=O)(=O)C1(CCN(CC1)C1=NC=C(C=N1)C1=CC2=C(N=C3COC[C@@H](N32)C3=CC=CC=C3)C=C1)CO (S)-(4-(methylsulfonyl)-1-(5-(4-phenyl-3,4-dihydro-1H-benzo[4,5]imidazo[2,1-c][1,4]oxazin-7-yl)pyrimidin-2-yl)piperidin-4-yl)methanol